(R)-3-(cyclopropylmethyl)-N-(piperidin-3-yl)-1H-pyrrolo[2,3-b]pyridin-4-amine C1(CC1)CC1=CNC=2N=CC=C(C21)N[C@H]2CNCCC2